5-(pyrazin-2-ylamino)-3-(4-(2-(4-(trifluoromethoxy)phenyl)acetamido)phenyl)-1H-pyrazole-4-carboxamide N1=C(C=NC=C1)NC1=C(C(=NN1)C1=CC=C(C=C1)NC(CC1=CC=C(C=C1)OC(F)(F)F)=O)C(=O)N